CC(CC[C@@H](C(=O)O)NC=1C=NC=CC1)(C)C (S)-5,5-dimethyl-2-(3-pyridylamino)hexanoic acid